P(=O)(OC1=C(C(=CC(=C1)F)F)CN1C(N([C@H](C2=CC=C(C=C12)C(NCC1=C(C=C(C=C1F)F)F)=O)C)C)=O)(O)O (S)-2-((3,4-dimethyl-2-oxo-7-((2,4,6-trifluorobenzyl) carbamoyl)-3,4-dihydroquinazolin-1(2H)-yl)methyl)-3,5-difluorophenyl dihydrogen phosphate